4-[4-[[4-[5-(Difluoromethyl)-1,3,4-oxadiazol-2-yl]phenyl]methyl]triazol-1-yl]aniline FC(C1=NN=C(O1)C1=CC=C(C=C1)CC=1N=NN(C1)C1=CC=C(N)C=C1)F